L-Cysteinyl-Glycine N[C@@H](CS)C(=O)NCC(=O)O